2-((4-(cyclohexyloxy)phenyl)(hydroxy)methylene)malononitrile C1(CCCCC1)OC1=CC=C(C=C1)C(=C(C#N)C#N)O